2-(3-(2-(2-((2-(2,6-dioxopiperidin-3-yl)-1,3-dioxoisoindolin-4-yl)amino)ethoxy)ethoxy)phenyl)-N-(4-(1-(4-methoxynicotinoyl)indolin-5-yl)-5-methylthiazol-2-yl)acetamide O=C1NC(CCC1N1C(C2=CC=CC(=C2C1=O)NCCOCCOC=1C=C(C=CC1)CC(=O)NC=1SC(=C(N1)C=1C=C2CCN(C2=CC1)C(C1=CN=CC=C1OC)=O)C)=O)=O